8-chloro-N-(1-(fluoromethyl)cyclopropyl)-2-methyl-4-(5-methyl-1,3,4-oxadiazol-2-yl)quinazoline-6-sulfonamide ClC=1C=C(C=C2C(=NC(=NC12)C)C=1OC(=NN1)C)S(=O)(=O)NC1(CC1)CF